FC1(CC(C1)(C)CN1N=CC(=C1C(=O)N)C(F)(F)F)F ((3,3-difluoro-1-methylcyclobutyl)methyl)-4-(trifluoromethyl)-1H-pyrazole-5-carboxamide